CC=1C=C2C(CCOC2=C(C1NC(CC(C)(C)C)=O)C)=O N-(6,8-dimethyl-4-oxo-chroman-7-yl)-3,3-dimethyl-butanamide